C(C1=CC=CC=C1)N1CCC(CC1)CCNC(=O)N1CCC(CC1)C1=CC(=CC=C1)F N-[2-(1-benzylpiperidin-4-yl)ethyl]-4-(3-fluorophenyl)piperidine-1-carboxamide